C(CCCCCCCCCCCC)P(O)(O)OP(O)O.OCC(CO)(CO)CO pentaerythritol tridecyl-diphosphite